BrC1=CC=C(C=C1)C1C(C(N1)=O)C(C)C 4-(4-bromophenyl)-3-isopropylazetidin-2-one